4,6-bis(3,5-di(pyridin-3-yl)phenyl)-2-methyl-pyrimidine N1=CC(=CC=C1)C=1C=C(C=C(C1)C=1C=NC=CC1)C1=NC(=NC(=C1)C1=CC(=CC(=C1)C=1C=NC=CC1)C=1C=NC=CC1)C